4-((2-(3-(4-((bis(benzyloxy)phosphoryl)oxy)-2-hydroxy-3,3-dimethylbutanamido)propanamido) ethyl)thio)-4-oxobut-2-enoate C(C1=CC=CC=C1)OP(=O)(OCC1=CC=CC=C1)OCC(C(C(=O)NCCC(=O)NCCSC(C=CC(=O)[O-])=O)O)(C)C